IC1(OC(CC)O)CC(=CC(=C1)I)I 1,3,5-triiodophenoxypropanol